5-(4-amino-5-{[4-(trifluoromethyl)piperidin-1-yl]methyl}pyrrolo[2,1-f][1,2,4]triazin-7-yl)-2-chloro-N-[(3R,4S)-4-fluoro-1-(3-methylbutanoyl)pyrrolidin-3-yl]benzamide NC1=NC=NN2C1=C(C=C2C=2C=CC(=C(C(=O)N[C@@H]1CN(C[C@@H]1F)C(CC(C)C)=O)C2)Cl)CN2CCC(CC2)C(F)(F)F